COC1=C(C=C2C(=CC=NC2=C1)OC1=CC=C(C=C1)C(C1=CC=C(C=C1)[N+](=O)[O-])=O)C(=O)N 7-methoxy-4-(4-(4-nitrobenzoyl)phenoxy)quinoline-6-carboxamide